5-[(1S,5R)-3-(2-chloro-4-fluoro-benzoyl)-3,8-diazabicyclo[3.2.1]octan-8-yl]-3-cyclopropyl-N-(3,3-difluorocyclobutyl)imidazo[1,5-a]pyridine-7-sulfonamide ClC1=C(C(=O)N2C[C@@H]3CC[C@H](C2)N3C3=CC(=CC=2N3C(=NC2)C2CC2)S(=O)(=O)NC2CC(C2)(F)F)C=CC(=C1)F